2-methyl-6H-thieno[2,3-b]pyrrole-5-carbohydrazide CC1=CC2=C(NC(=C2)C(=O)NN)S1